1,2-dihydro-3,4-dimethyl-2-thioxo-quinazolinium CN1C([NH2+]C2=CC=CC=C2C1C)=S